(2-bromophenylaminomethyl)-16-oxo-androsta-5-en-3beta-ol BrC1=C(C=CC=C1)NCC[C@@]12CC(C[C@H]1[C@@H]1CC=C3C[C@H](CC[C@]3(C)[C@H]1CC2)O)=O